1-hydroxy-2,3-dihydro-1H-indene-5-carbonitrile OC1CCC2=CC(=CC=C12)C#N